OC1=CC(=C2C(CC(OC2=C1)=O)(C)C)C 7-hydroxy-4,4,5-trimethylchroman-2-one